C(C)(=O)C1C(CCC(\C(\CC1)=C(\CC)/C)C)OC1OC(C(C(C1O)O)O)CO (E)-3-(6-acetyl-2-methyl-5-((3,4,5-trihydroxy-6-(hydroxymethyl)tetrahydro-2H-pyran-2-yl)oxy)cyclooctylidene)butan